m-methylaniline hydrogen fluoride salt F.CC=1C=C(N)C=CC1